N-[(6-Methylpyridazin-3-yl)methyl]-3-(5-methyl-1,3-thiazol-2-yl)-5-[(3S)-tetrahydrofuran-3-ylmethoxy]benzamide CC1=CC=C(N=N1)CNC(C1=CC(=CC(=C1)OC[C@@H]1COCC1)C=1SC(=CN1)C)=O